6-(2,4-dimethoxypyrimidin-5-yl)-8-((1S,2S)-2-(1-(2,2,2-trifluoroethyl)-3-(trifluoromethyl)-1H-indazol-6-yl)cyclopropyl)imidazo[1,2-b]pyridazine COC1=NC=C(C(=N1)OC)C=1C=C(C=2N(N1)C=CN2)[C@@H]2[C@H](C2)C2=CC=C1C(=NN(C1=C2)CC(F)(F)F)C(F)(F)F